BrC1=C(NC2=C(C=CC=C2)[N+](=O)[O-])C(=CC(=C1)Cl)Br 2,6-dibromo-4-chloro-N-(2-nitrophenyl)aniline